N[C@@H]1[C@H](CCC1)C(=O)OCC1=CC(=CC(=C1)[N+](=O)[O-])[N+](=O)[O-] 3,5-dinitrobenzyl (1S,2S)-2-aminocyclopentane-1-carboxylate